[(1R)-2-[2-[(1S)-1-[5-(5-hydroxy-1-tetrahydropyran-2-yl-indazol-3-yl)-3-pyridyl]ethoxy]ethoxy]-1-methyl-ethyl]methanesulfonate OC=1C=C2C(=NN(C2=CC1)C1OCCCC1)C=1C=C(C=NC1)[C@H](C)OCCOC[C@@H](C)CS(=O)(=O)[O-]